2-(2-(6-bromo-2,3-dihydro-1H-xanthen-4-yl)vinyl)-4H-selenochromen BrC=1C=C2OC3=C(CCCC3=CC2=CC1)C=CC=1[Se]C2=CC=CC=C2CC1